trans-[4-[(8-methoxy-2-methyl-[1,2,4]triazolo[1,5-a]pyridin-6-yl)methyl]cyclohexyl]-[(3S)-3-(5-methylpyridin-3-yl)-1,2-oxazolidin-2-yl]methanone COC=1C=2N(C=C(C1)C[C@@H]1CC[C@H](CC1)C(=O)N1OCC[C@H]1C=1C=NC=C(C1)C)N=C(N2)C